CS(=NC(C1=CC=C(C=C1)C1=NOC(=N1)C(F)(F)F)=O)(CCOC1=CC=CC=C1)=O N-(methyl(oxo)(2-phenoxyethyl)-λ6-sulfaneylidene)-4-(5-(trifluoromethyl)-1,2,4-oxadiazol-3-yl)benzamide